[N+](=O)([O-])C1=CC(=C(C=C1)C=1OC(=NN1)C1=CC=2N(C(=C1)N1CC(CC1)C(F)(F)F)N=CC2)N2CCC1(CC1)CC2 2-(4-nitro-2-(6-azaspiro[2.5]octane-6-yl)phenyl)-5-(7-(3-(trifluoromethyl)pyrrolidin-1-yl)pyrazolo[1,5-a]pyridin-5-yl)-1,3,4-oxadiazole